(E)-ethyl 5-(4-chlorostyryl)-1,3-diphenyl-1H-pyrazole-4-carboxylate ClC1=CC=C(/C=C/C2=C(C(=NN2C2=CC=CC=C2)C2=CC=CC=C2)C(=O)OCC)C=C1